4-(4-amino-5-(ethylthio)-2-fluorophenyl)-7-(1H-pyrazol-4-yl)isoxazolo[4,5-c]pyridin-3-amine trifluoroacetate FC(C(=O)O)(F)F.NC1=CC(=C(C=C1SCC)C1=NC=C(C2=C1C(=NO2)N)C=2C=NNC2)F